4-(4-fluoro-3-(3-((1-methylcyclopropyl)amino)azetidine-1-carbonyl)benzyl)phthalazin-1(2H)-one FC1=C(C=C(CC2=NNC(C3=CC=CC=C23)=O)C=C1)C(=O)N1CC(C1)NC1(CC1)C